C1(CC1)S(=O)(=O)N1CC2=C(CC1)SC=C2C2=NOC(=N2)C(F)(F)F 3-(5-(cyclopropylsulfonyl)-4,5,6,7-tetrahydrothieno[3,2-c]pyridin-3-yl)-5-(trifluoromethyl)-1,2,4-oxadiazole